2-ethoxy-5-(4-nitro-2-(2H-tetrazol-5-yl)phenyl)pyridine C(C)OC1=NC=C(C=C1)C1=C(C=C(C=C1)[N+](=O)[O-])C=1N=NNN1